3-chloro-5-fluoro-2-((4-methoxyphenoxy(methyl)phenyl)-2-hydroxyethyl)acetamide ClC=1C(=C(C=C(C1OC1=CC=C(C=C1)OC)F)C(CCC(=O)N)O)C